ClC1=C(CN2S(C3=C(C4=C2C=C(C=C4)C(=O)OC)N=C(N=C3)NC3=CC=C(C=C3)N3CCN(CC3)C)(=O)=O)C(=CC=C1)Cl methyl 6-(2,6-dichlorobenzyl)-2-{[4-(4-methylpiperazin-1-yl)phenyl]amino}-6H-pyrimido[5,4-c][2,1]benzothiazine-8-carboxylate 5,5-dioxide